FC=1C(=NC(=NC1)N1C[C@@H](NCC1)C)N1CC(C1)C(=O)NC(C)(C)C1=CN=C2N1C=CC=C2 1-{5-fluoro-2-[(3S)-3-methylpiperazin-1-yl]pyrimidin-4-yl}-N-(2-{imidazo[1,2-a]pyridin-3-yl}propan-2-yl)azetidine-3-carboxamide